2,2,6,6-tetraethyl-4-(2-((tetrahydro-2H-pyran-2-yl)oxy)propoxy)piperidine C(C)C1(NC(CC(C1)OCC(C)OC1OCCCC1)(CC)CC)CC